NC1=CC=C(N=N1)CC1C(NC(C1)C(C)(F)F)=O 3-((6-aminopyridazin-3-yl)methyl)-5-(1,1-difluoroethyl)pyrrolidin-2-one